3-Monoacetylmorphine C(C)(=O)C1(CC=C2C[C@@H]3[C@@H]4C=C[C@@H]([C@H]5[C@@]4(C2=C1O5)CCN3C)O)O